FC=1C=CC=C2C(=NC(=NC12)[C@@H](C)C=1C(=NC=CC1)NC)NC 8-fluoro-N-methyl-((S)-1-(2-(methylamino)pyridin-3-yl)ethyl)quinazolin-4-amine